4-((1,4-dioxaspiro[4.5]decan-8-yl)oxy)-6,7-dimethoxyquinoline O1CCOC12CCC(CC2)OC2=CC=NC1=CC(=C(C=C21)OC)OC